borneol 3,5-dibromobenzoate BrC=1C=C(C(=O)OC2C3(CCC(C2)C3(C)C)C)C=C(C1)Br